ClC=1C=C(C=CC1Cl)NC(NC1=C(C=C(C(=O)NCCCCCCC(=O)NO)C=C1)F)=O 4-(3-(3,4-dichlorophenyl)ureido)-3-fluoro-N-(7-(hydroxyamino)-7-oxoheptyl)benzamide